C(CCCCCCCCCCCCCCCCC)(=O)O.BrC=1C(=C(C2=C(C(=N[C@H](C=3N2C(=CN3)C)CCC(=O)OC(C(=O)OC)C3CSCC3)C3=NC=CC=C3)C1)C)OC(F)(F)F 2-methoxy-2-oxo-1-(tetrahydrothiophene-3-yl)ethyl 3-((4S)-8-bromo-1,10-dimethyl-6-(pyridine-2-yl)-9-(trifluoromethoxy)-4H-benzo[f]imidazo[1,2-a][1,4]diazepin-4-yl)propionate stearate